COC=1C=C(C=CC1)C=1C=C2CCC(C(C2=CC1)NC(O[C@@H]1CN2CCC1CC2)=O)(C)C (S)-quinuclidin-3-yl (6-(3-methoxyphenyl)-2,2-dimethyl-1,2,3,4-tetrahydronaphthalen-1-yl)carbamate